N[C@@H]1C(N(CC1)C)=O (S)-3-amino-1-methylpyrrolidin-2-one